[Cl-].C(C)N1CN(C=C1)CC=C 1-ethyl-3-allylimidazole chloride salt